5,7-dioxa-15-azatetracyclo[9.3.1.02,10.04,8]Pentadecan-2(10),3,8,13-tetraen-12-one C12C=3C=C4OCOC4=CC3C(C(C=C1)=O)N2